CC(CC1=CC=C(C=C1)C=1C(=CC=CC1)B(O)O)CCC 4'-(beta-methylpentyl)biphenylboronic acid